5-Nitrofurfural diacetate C(C)(=O)O.C(C)(=O)O.[N+](=O)([O-])C1=CC=C(C=O)O1